C(C)(C)(C)C=1C=CC2=C(N=C(O2)C2(CCN(CC2)C2=C(C(N(C3=CC=CC=C23)C)=O)C#N)C)C1 4-[4-(5-tert-butyl-1,3-benzooxazol-2-yl)-4-methylpiperidin-1-yl]-1-methyl-2-oxo-1,2-dihydroquinoline-3-carbonitrile